NC1=C(C=C(C=N1)C=1C=C2N(N1)CCC21CN(CC1)C(=O)NC1(CCC1)C1=C(C=CC=C1)C#N)C(F)(F)F 2'-[6-amino-5-(trifluoromethyl)pyridin-3-yl]-N-[1-(2-cyanophenyl)cyclobutyl]-5',6'-dihydrospiro[pyrrolidine-3,4'-pyrrolo[1,2-b]pyrazole]-1-carboxamide